2-(2-hydroxy-prop-2-yl)thiazole-5-sulfonamide OC(C)(C)C=1SC(=CN1)S(=O)(=O)N